5-fluoro-2-thiocytosine FC=1C(=NC(NC1)=S)N